[Ca].C(CCCCCCCCCCC)(=O)NCCC(=O)O N-lauroyl-β-alanine calcium